Tetrasulfonickel S(=O)(=O)(O)[Ni](S(=O)(=O)O)(S(=O)(=O)O)S(=O)(=O)O